C(C1=CC=CC=C1)/[N+](=C/CC\C=C/CC)/[O-] (1Z,4Z)-N-benzylhept-4-en-1-imine oxide